FC(C1CC(N(C1)C(CNC(CCCOC1=CC=CC=C1)=O)=O)C(=O)N)F 4-(difluoromethyl)-1-((4-phenoxybutyryl)glycyl)pyrrolidine-2-carboxamide